tert-butyl (2S,3R)-2-({3-[(6-cyano-3-methylpyridin-2-yl) (difluoro)methyl]-2-fluorophenyl}methyl)-3-[(ethanesulfonyl)amino]-4,4-difluoropyrrolidine-1-carboxylate C(#N)C1=CC=C(C(=N1)C(C=1C(=C(C=CC1)C[C@@H]1N(CC([C@@H]1NS(=O)(=O)CC)(F)F)C(=O)OC(C)(C)C)F)(F)F)C